C(C)(C)OC=1C(=CC(=NC1)C1=NSC(=N1)NC1=NC=CC=C1N(C(C)=O)C)C(F)(F)F N-(2-(3-(5-isopropoxy-4-(trifluoro-methyl)pyridin-2-yl)-1,2,4-thiadiazol-5-ylamino)pyridin-3-yl)-N-methylacetamide